FC1(C(C=2C(=CNC2CC1)C(F)(F)F)O)F 5,5-difluoro-4-hydroxyl-3-(trifluoromethyl)-4,5,6,7-tetrahydro-1H-indole